C(C)C(C)CCCCCCC 2-ethylnonane